FC1=C(C(=CC=C1)C)N1CCC(CC1)N1C(N(C=2C(C1)=NNC2)CC2=NC=CC=C2C(F)(F)F)=O 6-[1-(2-fluoro-6-methyl-phenyl)-piperidin-4-yl]-4-(3-trifluoromethyl-pyridin-2-ylmethyl)-2,4,6,7-tetrahydro-pyrazolo[4,3-d]Pyrimidin-5-one